3-(1-(3-ethyl-[1,2,4]triazolo[4,3-b]pyridazin-6-yl)-3,5-dimethyl-1H-pyrazol-4-yl)-1-(pyrrolidin-1-yl)propan-1-one C(C)C1=NN=C2N1N=C(C=C2)N2N=C(C(=C2C)CCC(=O)N2CCCC2)C